ClC=1C(=NC(=NC1)NC1=C(C=C(C=C1)N1CCN(CC1)C)OC(F)F)NC1=C(SC=C1)C(=O)N 3-((5-chloro-2-((2-(difluorometh-oxy)-4-(4-methylpiperazin-1-yl)-phenyl)amino)pyrimidin-4-yl)-amino)thiophene-2-carboxamide